benzonaphthyridine-5-one N1=CC=CC=2C(C3=C(NC12)C=CC=C3)=O